O=C1NC(CCC1N1C(C2=CC=C(C=C2C1)NS(=O)(=O)C1=CC(=CC=C1)C)=O)=O N-(2-(2,6-dioxopiperidin-3-yl)-1-oxoisoindolin-5-yl)-3-methylbenzenesulfonamide